CO\N=C(/C)\C1=NN=C(N1)C1=C(C2=NC(=C(C=C2N1C)Cl)OC)N1C=NC=C1 (E)-1-(5-(6-chloro-3-(1H-imidazol-1-yl)-5-methoxy-1-methyl-1H-pyrrolo[3,2-b]pyridin-2-yl)-4H-1,2,4-triazol-3-yl)ethan-1-one O-methyl oxime